5-chloro-2-iodonaphthalen-1-amine ClC1=C2C=CC(=C(C2=CC=C1)N)I